6-((1,4-Dioxan-2-yl)methoxy)-4-(benzyloxy)-3-ethyl-2-((4-propylphenyl)ethynyl)pyridine O1C(COCC1)COC1=CC(=C(C(=N1)C#CC1=CC=C(C=C1)CCC)CC)OCC1=CC=CC=C1